O[C@H]1[C@@H](N(C1)C=1N=C(C2=C(N1)CCC2)C=2C=C(C=CC2)NS(=O)(=O)CC(=O)O)C 2-(N-(3-(2-((2S,3R)-3-hydroxy-2-methylazetidin-1-yl)-6,7-dihydro-5H-cyclopenta[d]pyrimidin-4-yl)phenyl)sulfamoyl)acetic acid